(2R,3R,4R,5S)-5-(4-amino-5-fluoropyrrolo[2,1-f][1,2,4]triazin-7-yl)-2-azido-4-fluoro-2-(hydroxymethyl)tetrahydrofuran-3-ol NC1=NC=NN2C1=C(C=C2[C@H]2[C@@H]([C@@H]([C@](O2)(CO)N=[N+]=[N-])O)F)F